The molecule is an oxopurine that is 7,9-dihydro-1H-purine-2,6,8(3H)-trionesubstituted by methyl groups at N-1 and N-3. It has a role as a metabolite. It derives from a 7,9-dihydro-1H-purine-2,6,8(3H)-trione. It is a conjugate acid of a 1,3-dimethylurate anion. CN1C2=C(C(=O)N(C1=O)C)NC(=O)N2